C(#N)[C@@]1(C(C1)(C)C)C=1C=C2C=C(N=CC2=CC1)NC(=O)C1CC1 (S)-N-(6-(1-cyano-2,2-dimethylcyclopropyl)isoquinolin-3-yl)cyclopropanecarboxamide